The molecule is an 2,3-trans-enoyl CoA(4-) obtained by deprotonation of phosphate and diphosphate OH groups of (2E,5Z)-tetradecadienoyl-CoA; major species at pH 7.3. It is a 2,3-trans-enoyl CoA(4-), a long-chain fatty acyl-CoA(4-) and a 4-saturated trans-2-enoyl-CoA(4-). It is a conjugate base of a (2E,5Z)-tetradecadienoyl-CoA. CCCCCCCC/C=C\\C/C=C/C(=O)SCCNC(=O)CCNC(=O)[C@@H](C(C)(C)COP(=O)([O-])OP(=O)([O-])OC[C@@H]1[C@H]([C@H]([C@@H](O1)N2C=NC3=C(N=CN=C32)N)O)OP(=O)([O-])[O-])O